ClC1=NC=CC(=N1)NC=1C(=CC(=CC1)C)N N1-(2-chloropyrimidin-4-yl)-4-methylbenzene-1,2-diamine